trans-4-trifluoromethyl-cinnamic acid FC(C1=CC=C(/C=C/C(=O)O)C=C1)(F)F